C(C)(C)(C)C1=CC(=C(C=C1Cl)C=1OC(C2=C(N1)C(=CN=C2)C)=O)C 2-(4-tert-butyl-5-chloro-2-methyl-phenyl)-8-methyl-pyrido[4,3-d][1,3]oxazin-4-one